DiMercaptoPropan SC(C)(C)S